(R)-N,1-diethyl-N-(2,2,2-trifluoro-1-(4-fluorophenyl)ethyl)-1H-pyrazolo[3,4-b]pyridine-3-sulfonamide C(C)N(S(=O)(=O)C1=NN(C2=NC=CC=C21)CC)[C@@H](C(F)(F)F)C2=CC=C(C=C2)F